N-methyl-4-((5-(pentafluoro-λ6-sulfanyl)Pyridin-2-yl)amino)benzenesulfonamide CNS(=O)(=O)C1=CC=C(C=C1)NC1=NC=C(C=C1)S(F)(F)(F)(F)F